3-[[4-[(2R)-3-(3,4-dihydro-1H-isoquinolin-2-yl)-2-hydroxy-propyl]-2,2-dimethyl-5-oxo-3H-1,4-benzoxazepine-8-yl]oxy]azetidine-1-carbaldehyde C1N(CCC2=CC=CC=C12)C[C@H](CN1CC(OC2=C(C1=O)C=CC(=C2)OC2CN(C2)C=O)(C)C)O